ClC1=C(C=CC=C1Cl)N1CCN(CC1)CC1=CC=C(CNC2=C3C(N(C=NC3=CC=C2)C2C(NC(CC2)=O)=O)=O)C=C1 3-(5-((4-((4-(2,3-dichlorophenyl)piperazin-1-yl)methyl)benzyl)amino)-4-oxoquinazolin-3(4H)-yl)piperidine-2,6-dione